B(O)(O)O.NCC(=O)O glycine borate salt